C(CC(O)(C(=O)O)CC(=O)O)(=O)O.B(O)(O)O.ClC1=C(C(=O)N([C@@H](CC(C)C)C(=O)O)NC(CCC2=CC=C(C=C2)C(F)(F)F)=O)C=C(C=C1)Cl (S)-N-(2,5-dichlorobenzoyl)-3-(4-trifluoromethylphenyl)propionamido-D-leucine borate citrate